rac-N-{(5S,6S)-2-ethyl-5-[(2-fluoro[1,1'-biphenyl]-3-yl)methyl]-3-oxo-2,3,5,6,7,8-hexahydroimidazo[1,5-a]pyridin-6-yl}methanesulfonamide C(C)N1C(N2C(CC[C@@H]([C@@H]2CC=2C(=C(C=CC2)C2=CC=CC=C2)F)NS(=O)(=O)C)=C1)=O |r|